N-[(1-benzylcyclobutyl)methyl]-4-oxo-3H-pyrimidine-2-carboxamide C(C1=CC=CC=C1)C1(CCC1)CNC(=O)C1=NC=CC(N1)=O